C(C1=CC=CC=C1)N1C(N(C(C1)=O)C1=NC=C(C=N1)OCC1=C(C=CC=C1C(F)(F)F)C)=O 1-benzyl-3-(5-{[2-methyl-6-(trifluoromethyl)phenyl]methoxy}pyrimidin-2-yl)imidazolidine-2,4-dione